(4-vinylphenyl)(methyl)silanol C(=C)C1=CC=C(C=C1)[SiH](O)C